CC1=C(C=NC=C1)C1=NC(=NC(=N1)C1=NC(=CC=C1)C(F)(F)F)NC1=CC(=NC=C1)C(F)(F)F 4-(4-methylpyridin-3-yl)-6-(6-(trifluoromethyl)pyridin-2-yl)-N-(2-(trifluoromethyl)pyridin-4-yl)-1,3,5-triazin-2-amine